2-bromo-N-methyl-N-(2-(4'-methyl-[1,1'-biphenyl]-4-carbonyl)phenyl)acetamide BrCC(=O)N(C1=C(C=CC=C1)C(=O)C1=CC=C(C=C1)C1=CC=C(C=C1)C)C